ClC1=CC=C(C=C1)C(C)OC1=C(NC(=C1)C(=O)NCC)C(=O)NC 3-(1-(4-chlorophenyl)ethoxy)-N5-ethyl-N2-methyl-1H-pyrrole-2,5-dicarboxamide